COC1=C(C=CC(=C1)C2=C(C(=O)C3=C(C=C(C=C3O2)O[C@@H]4[C@H]([C@@H]([C@H]([C@@H](O4)CO)O)O)O)O)O)O The molecule is a glycosyloxyflavone that is isorhamnetin substituted at position 7 by a beta-L-glucosyl residue. It has a role as a metabolite. It is a beta-L-glucoside, a glycosyloxyflavone, a monomethoxyflavone, a monosaccharide derivative and a trihydroxyflavone. It derives from a beta-L-glucose and an isorhamnetin.